1-(1-(7,8-Difluoro-1-oxo-1,2-dihydroisoquinolin-4-yl)ethyl)-1-methyl-3-(pyridin-4-yl)urea FC1=CC=C2C(=CNC(C2=C1F)=O)C(C)N(C(=O)NC1=CC=NC=C1)C